(R)-2-((1-(2-(isoindolin-2-yl)-6-methyl-4-oxo-4H-thiochromen-8-yl)ethyl)amino)benzoic acid C1N(CC2=CC=CC=C12)C=1SC2=C(C=C(C=C2C(C1)=O)C)[C@@H](C)NC1=C(C(=O)O)C=CC=C1